CN(C)CCON(C1=CC=CC=C1)O (Dimethylamino)ethoxylanilinol